N-(5-methoxypyridin-3-yl)-5-thia-2,7-diazatricyclo[6.4.0.02,6]dodeca-1(12),3,6,8,10-pentaene-4-carboxamide COC=1C=C(C=NC1)NC(=O)C1=CN2C3=CC=CC=C3N=C2S1